FC1=CC(=C(N)C=C1)S(=O)(=O)C 4-fluoro-2-methanesulfonylaniline